FC1=CC(=C(C=C1[N+](=O)[O-])C(C(=O)N)(C)N1CCOCC1)OCCOC (4-fluoro-2-(2-methoxyethoxy)-5-nitrophenyl)-2-morpholinopropanamide